N=1C(C(C=CC1)=N)=N pyridinebis(imine)